CN(CCC1=CC=C(C=C1)N1N=C(C=C1)[N+](=O)[O-])C N,N-dimethyl-2-[4-(3-nitropyrazol-1-yl)phenyl]ethanamine